1-(2-(4-((tert-butyldimethylsilyl)oxy)-4-(hydroxymethyl)cyclohexyl)ethyl)-9-(trifluoromethyl)-1,2,3,4-tetrahydro-5H-benzofuro[3,2-e][1,4]diazepin-5-one [Si](C)(C)(C(C)(C)C)OC1(CCC(CC1)CCN1CCNC(C2=C1C1=C(O2)C=CC(=C1)C(F)(F)F)=O)CO